3-(1-(3-bromophenyl)-3-(methylsulfinyl)cyclobutyl)-4-methyl-4H-1,2,4-triazole BrC=1C=C(C=CC1)C1(CC(C1)S(=O)C)C1=NN=CN1C